ClC=1C=CC(=C(C1)[C@@H](N)C=1N(C2=CC=CC=C2C1)S(=O)(=O)C1=CC=CC=C1)OC (R)-(5-chloro-2-methoxyphenyl)(1-(phenylsulfonyl)-1H-indole-2-yl)methaneamine